6-chloro-N-methoxy-N-methyl-3-(methylsulfanyl)picolinamide tin [Sn].ClC1=CC=C(C(=N1)C(=O)N(C)OC)SC